2-(chloromethyl)-4-(2,3-dihydrobenzo[b][1,4]dioxin-6-yl)-3-methylpyridine ClCC1=NC=CC(=C1C)C1=CC2=C(OCCO2)C=C1